heptantetraol C(C(CCCCC)O)(O)(O)O